1-(3-Acetylphenyl)-3-{5-ethyl-3-(1-ethyl-1H-pyrazol-4-yl)-4-oxo-4,5-dihydro-3H-pyrrolo[2,3-c]quinolin-1-yl}urea C(C)(=O)C=1C=C(C=CC1)NC(=O)NC1=CN(C=2C(N(C=3C=CC=CC3C21)CC)=O)C=2C=NN(C2)CC